(4-carbamoyl-1H-imidazol-1-yl)-N-(6-(trifluoromethyl)pyridin-3-yl)picolinamide C(N)(=O)C=1N=CN(C1)C=1C(=NC=CC1)C(=O)NC=1C=NC(=CC1)C(F)(F)F